5-{2-[(5-{[2-(2-cyano-4-fluorophenyl)-2-azaspiro[3.3]heptan-6-yl]oxy}-2'-ethoxy[2,3'-bipyridine]-6-carbonyl)amino]ethyl}pyridin-3-yl sulfurofluoridate S(OC=1C=NC=C(C1)CCNC(=O)C1=C(C=CC(=N1)C=1C(=NC=CC1)OCC)OC1CC2(CN(C2)C2=C(C=C(C=C2)F)C#N)C1)(=O)(=O)F